buten C=CCC